(l)-S-Adenosyl-methionine [C@@H]1([C@H](O)[C@H](O)[C@@H](C[S+](CC[C@H](N)C(=O)O)C)O1)N1C=NC=2C(N)=NC=NC12